C(C)(C)(C)N1N=C(C=C1NC(CC=1C=NN(C1)C1CCC(CC1)CO[Si](C1=CC=CC=C1)(C1=CC=CC=C1)C(C)(C)C)=O)[C@@H]1C[C@@H](CC1)OC(NC(C)C)=O [(1R,3S)-3-[1-tert-butyl-5-[[2-[1-[4-[[tert-butyl(diphenyl)silyl]oxymethyl]cyclohexyl]pyrazol-4-yl]acetyl]amino]pyrazol-3-yl]cyclopentyl]N-isopropylcarbamate